(+)-(-)-Trans-Carane C12CC(CCC1C2(C)C)C